(R)-2-((tert-butoxycarbonyl)(phenethyl)amino)-4-morpholino-4-oxobutanoic acid C(C)(C)(C)OC(=O)N([C@@H](C(=O)O)CC(=O)N1CCOCC1)CCC1=CC=CC=C1